7-cyclopentyl-2-((4-((5-(2-(2,6-dioxopiperidin-3-yl)-1-oxoisoindolin-4-yl)pent-4-yn-1-yl)carbamoyl)-phenyl)amino)-N,N-dimethyl-7H-pyrrolo[2,3-d]pyrimidine-6-carboxamide C1(CCCC1)N1C(=CC2=C1N=C(N=C2)NC2=CC=C(C=C2)C(NCCCC#CC2=C1CN(C(C1=CC=C2)=O)C2C(NC(CC2)=O)=O)=O)C(=O)N(C)C